C(CCCCCCC\C=C/CCCCCCCC)(=O)OC[C@@H]([C@@H](C(O[Na])=O)CC)CC=1N(C=NC1)C (2R,3S)-3-ethyl-2-[(3-methylimidazol-4-yl)methyl]-4-oxo-4-(sodiooxy)butyl (9Z)-octadec-9-enoate